4-bromo-2-iodo-5-methoxybenzoic acid methyl ester COC(C1=C(C=C(C(=C1)OC)Br)I)=O